N1C=C(C2=CC=CC=C12)/C=C/C(=O)NCCC1=C(C=CC=C1)C1=NC=CC=N1 (E)-3-(1H-indol-3-yl)-N-[2-(2-pyrimidin-2-ylphenyl)ethyl]prop-2-enamide